cis-4,5-dichloro-2-(4-pyrrolidin-1-ylsulfonylcyclohexyl)pyridazin-3-one ClC=1C(N(N=CC1Cl)[C@@H]1CC[C@@H](CC1)S(=O)(=O)N1CCCC1)=O